bis(2-hydroxyethyl)aminotris(hydroxymethyl)methane nonyl-8-((6-((6,6-bis(((Z)-hex-3-en-1-yl)oxy)hexanoyl)oxy)hexyl)(2-hydroxyethyl)amino)octanoate C(CCCCCCCC)OC(CCCCCCCN(CCO)CCCCCCOC(CCCCC(OCC\C=C/CC)OCC\C=C/CC)=O)=O.OCCN(CCO)C(CO)(CO)CO